2-(2-cyclohexylethyl)pyridine C1(CCCCC1)CCC1=NC=CC=C1